C(C)(C)(C)OC(=O)NC1CCC(CC1)CCNC(OCC1=CC=CC=C1)=O benzyl (2-{(1r,4r)-4-[(tert-butoxycarbonyl)amino]cyclohexyl}ethyl)carbamate